NC1=CC(=C(OC=2C=C3CCN(CC3=CC2)CC2CCOCC2)C(=C1)Cl)Cl 6-(4-Amino-2,6-dichlorophenoxy)-2-((tetrahydro-2H-pyran-4-yl)methyl)-3,4-dihydroisoquinoline